2-[4-(2-Hydroxyoctadecoxy)phenyl]acetic acid Methyl-2-[4-(2-hydroxyoctadecoxy)phenyl]acetate COC(CC1=CC=C(C=C1)OCC(CCCCCCCCCCCCCCCC)O)=O.OC(COC1=CC=C(C=C1)CC(=O)O)CCCCCCCCCCCCCCCC